ClCC\C=C/CCC(OCC)OC(CC\C=C/CCCl)OCC (3Z)-6-chloro-3-hexenylethyloxymethyl ether